CN(S(=O)(=N)C1=CC=C(C=C1)S(=O)(=O)N1C=2N(C3(C1)CCCCC3)N=C(C2)C)C N,N-dimethyl-4-({6'-methyl-1',2'-dihydrospiro[cyclohexane-1,3'-pyrazolo[1,5-a]imidazol]-1'-yl}sulfonyl)benzene-1-sulfonoimidamide